methyl (1aR,6aR,6bS)-5-methylenehexahydrocyclopropa[a]pyrrolizine-6a(4H)-carboxylate C=C1CN2C[C@H]3[C@@H]([C@]2(C1)C(=O)OC)C3